C(#N)C1=C(SC2=C1C(=NC=C2F)C=2C1=C(C=3C=NC(=NC3C2F)OCC2(CC2)CN2CC(N(CC2)CC)=O)COC1)NC(OC(C)(C)C)=O tert-Butyl (3-cyano-4-(3-((1-((4-ethyl-3-oxopiperazin-1-yl)methyl)cyclopropyl)meth-oxy)-5-fluoro-7,9-dihydrofuro[3,4-f]quinazolin-6-yl)-7-fluorothieno[3,2-c]pyridin-2-yl)carbamate